ClC1=C(C=CC=C1)CC(=O)NC1CN(C(C1)=O)C1=CC=C(C=C1)OC 2-(2-chlorophenyl)-N-[1-(4-methoxyphenyl)-5-oxopyrrolidin-3-yl]acetamide